(2S,4R)-1-((S)-2-(2-cyanoacetamido)-3,3-dimethylbutanoyl)-4-hydroxy-N-(4-(4-methylthiazol-5-yl)-2-(piperidin-4-yloxy)benzyl)pyrrolidine-2-carboxamide C(#N)CC(=O)N[C@H](C(=O)N1[C@@H](C[C@H](C1)O)C(=O)NCC1=C(C=C(C=C1)C1=C(N=CS1)C)OC1CCNCC1)C(C)(C)C